2,6-dihydroxy-5-chloro-4-pyrimidinecarboxylic acid methyl ester COC(=O)C1=NC(=NC(=C1Cl)O)O